BrC1=CN=C2C(=N1)N(C(=C2)C2(CCC2)C(F)(F)F)C 3-bromo-5-methyl-6-[1-(trifluoromethyl)cyclobutyl]pyrrolo[2,3-b]pyrazine